5-bromo-3-(2-(4-cyclopropylphenyl)-2-hydroxyethoxy)pyridin-2-ol BrC=1C=C(C(=NC1)O)OCC(O)C1=CC=C(C=C1)C1CC1